1,3,5-tris(2-hydroxyethyl)-1,3,5-triazine OCCN1CN(CN(C1)CCO)CCO